4-(6,8-dimethyl-2H-thiochromen-4-yl)-1H-imidazole CC=1C=C2C(=CCSC2=C(C1)C)C=1N=CNC1